C(C1=CC=CC=C1)(=O)NCC(=O)O.C(CNC(=O)C1=CC=CC=C1)(=O)O hippurate (2-(benzoylamino) acetate)